ethyl 3,5-diamino-1H-pyrazole-4-carboxylate NC1=NNC(=C1C(=O)OCC)N